1,3-benzodiazol N1C=NC2=C1C=CC=C2